[2-amino-4-(trifluoromethoxy)phenyl]-[4-[6-fluoro-2-(2-oxabicyclo[2.2.2]octan-4-yl)-3H-imidazo[4,5-b]pyridin-7-yl]-1-piperidyl]methanone NC1=C(C=CC(=C1)OC(F)(F)F)C(=O)N1CCC(CC1)C1=C2C(=NC=C1F)NC(=N2)C21COC(CC2)CC1